C(=O)C=1N=NN(C1)C1=CC(=C(C=N1)C#N)OC 6-(4-formyl-1H-1,2,3-triazol-1-yl)-4-methoxypyridine-3-carbonitrile